FC(OC1=CC(=NC2=C(N=CC=C12)C1=CC=NN1C1OCCCC1)N1[C@@H](COCC1)C)F 4-(difluoromethoxy)-2-[(3R)-3-methylmorpholin-4-yl]-8-[1-(tetrahydro-2H-pyran-2-yl)-1H-pyrazol-5-yl]-1,7-naphthyridine